C1=C(C=CC2=CC=CC=C12)C=1NC=CN1 (2-naphthyl)imidazole